OC=1C=CC=CC1 5-hydroxy-benzene